Cl.NC/C(/CN1N=CN(C1=O)CC=1SC(=CC1)C=1C=C2CCCOC2=CC1)=C\F 2-[(2E)-2-(aminomethyl)-3-fluoroprop-2-en-1-yl]-4-{[5-(3,4-dihydro-2H-chromen-6-yl)thiophen-2-yl]methyl}-2,4-dihydro-3H-1,2,4-triazol-3-one hydrochloride